3-amino-1-methylpiperidine-2,6-dione NC1C(N(C(CC1)=O)C)=O